C(N)(=O)C=1C=C2CCN(C2=CC1)C(=O)C1(CC1)SC1=NN=NN1C1=CC=C(C(=O)O)C=C1 4-(5-((1-(5-carbamoylindoline-1-carbonyl)cyclopropyl)thio)-1H-tetrazol-1-yl)benzoic acid